FC1=C(C=C(C=C1)N1C(=C(C2=C(C=CC=C12)OC)C1CC(CCC1)CC(=O)OCC)C(C)C)C ethyl 2-[3-[1-(4-fluoro-3-methyl-phenyl)-2-isopropyl-4-methoxy-indol-3-yl]cyclohexyl]acetate